N-{3-fluoro-4-[6-methoxy-7-(3-morpholinopropoxy)quinolin-4-yloxy]phenyl}-3-oxo-4-(4-methylphenyl)-3,4-dihydropyrazine-2-carboxamide FC=1C=C(C=CC1OC1=CC=NC2=CC(=C(C=C12)OC)OCCCN1CCOCC1)NC(=O)C1=NC=CN(C1=O)C1=CC=C(C=C1)C